COC1=CC=C(C(=N1)C)N1C(=C2CN(N=CC2=C1C)C1=NC=CC=N1)C 6-(6-Methoxy-2-methylpyridin-3-yl)-5,7-dimethyl-2-(pyrimidin-2-yl)-2,6-dihydro-1H-pyrrolo[3,4-d]pyridazin